C[Si](CCOCCC#N)(C)C 3-(2-(trimethylsilyl)ethoxy)propionitrile